NC1=C(C=CC2=CC=CC=C12)N=NC=1C=NC(=CC1)C1=CC(=CC(=C1)C)C 4-amino-3-[6-(3,5-dimethylphenyl)pyridine-3-ylazo]naphthalene